5,7-dimethoxyphthalazin-1(2H)-one COC1=C2C=NNC(C2=CC(=C1)OC)=O